C(N)(O[C@H]1C[C@H](N(CC1)C=1N=C2C(=NC1)N=C(C=C2)Cl)C)=O ((2R,4R)-1-(6-chloropyrido[2,3-b]pyrazin-2-yl)-2-methylpiperidin-4-yl) carbamate